(-)-Methyl-4-oxo-3-(4-phenylbuta-2,3-dien-1-yl)-2-(p-tolyl)thiochromane-3-carboxylate COC(=O)C1(C(SC2=CC=CC=C2C1=O)C1=CC=C(C=C1)C)CC=C=CC1=CC=CC=C1